CC=1C=CC=2N(C3=CC=C(C=C3C2C1)C)C(C(=O)O)(C)N1C(C2=CC=CC=C2C1=O)=O (3,6-dimethyl-9H-carbazol-9-yl)-2-(1,3-dioxoisoindolin-2-yl)propionic acid